C(C)(C)(C)C=1C(=NN(C1NC(CC(C)(C)C)=O)C)CC1CC(C1)(F)F N-(4-(tert-butyl)-3-((3,3-difluorocyclobutyl)methyl)-1-methyl-1H-pyrazol-5-yl)-3,3-dimethylbutanamide